FC(N1C2=C(C=3C=CC(=CC13)C=1C=CC(=NC1)OC1CC(C1)OC=1C=NC(=CC1)I)C=NC=C2)F 5-[5-(difluoromethyl)-5H-pyrido[4,3-b]indol-7-yl]-2-[(1r,3r)-3-[(6-iodopyridin-3-yl)oxy]cyclobutoxy]pyridine